N[C@H](CC(=O)OCN1N=CC(=C1)C=1SC=C(N1)C(NC=1C(=NN(C1)C1CCC(CC1)OCC)C1=NC(=CC=C1F)F)=O)C(=O)OC 4-((4-(4-((3-(3,6-difluoropyridin-2-yl)-1-((1r,4r)-4-ethoxycyclohexyl)-1H-pyrazol-4-yl) carbamoyl) thiazol-2-yl)-1H-pyrazol-1-yl) methyl) 1-methyl D-aspartate